C(CCCCCCCCCCCCCCCCC)(=O)NC(CCC(=O)O)=O.[Gd] gadolinium succinic acid mono-octadecanoyl amide